m-chloroperoxy-benzoic acid ClC=1C=C(C(=O)OO)C=CC1